CN1CC(C1)(C)[C@@](C=1C=C(C=NC1)C1=NOC(=N1)C1CCN(CC1)C(=O)C1CCOCC1)(C1=CC=C(C=C1)C(C)C)O [4-(3-{5-[(R)-(1,3-Dimethyl-azetidin-3-yl)-hydroxy-(4-isopropyl-phenyl)-methyl]-pyridin-3-yl}-[1,2,4]oxadiazol-5-yl)-piperidin-1-yl]-(tetrahydro-pyran-4-yl)-methanone